ClC=1C=C2C(=CC1)NC(C21CCN(CC1)C(=O)OC(C)(C)C)=O tert-butyl 5-chloro-2-oxo-spiro[indoline-3,4'-piperidine]-1'-carboxylate